OCCOC1CCC(C1O)O 5-(2-hydroxyethyloxy)cyclopentane-1,2-diol